[N+](=O)([O-])C=1C=CC(=C(C1)NC(C1=CC(=CC=C1)C1=CC=CC=C1)=O)NC1=CC=C(C=C1)[N+](=O)[O-] N-(5-nitro-2-((4-nitrophenyl)amino)phenyl)-3-phenylbenzamide